(2R,6S)-2,6-Dimethyl-4-((5-(2,4,5-trifluoro-3-hydroxyphenyl)-1,2,4-oxadiazol-3-yl)methyl)morpholin-3-one C[C@@H]1C(N(C[C@@H](O1)C)CC1=NOC(=N1)C1=C(C(=C(C(=C1)F)F)O)F)=O